5-bromo-2-(difluoromethyl)-3-fluoropyridine BrC=1C=C(C(=NC1)C(F)F)F